N-(p-octadecyloxyphenyl)quinolinium C(CCCCCCCCCCCCCCCCC)OC1=CC=C(C=C1)[N+]1=CC=CC2=CC=CC=C12